Ethyl 1-((3-oxa-8-azabicyclo[3.2.1]octan-8-yl)methyl)cyclopropane-1-carboxylate C12COCC(CC1)N2CC2(CC2)C(=O)OCC